N-(6-((5-bromo-2-((5-ethyl-2-(methoxy-d3)-4-(4-(4-methylpiperazin-1-yl)piperidin-1-yl)phenyl)amino)pyrimidin-4-yl)amino)quinoxalin-5-yl)methanesulfonamide BrC=1C(=NC(=NC1)NC1=C(C=C(C(=C1)CC)N1CCC(CC1)N1CCN(CC1)C)OC([2H])([2H])[2H])NC=1C(=C2N=CC=NC2=CC1)NS(=O)(=O)C